(3-(cyclopentylamino)benzyl)quinoline-3,4-diamine C1(CCCC1)NC=1C=C(CC2=NC3=CC=CC=C3C(=C2N)N)C=CC1